CO[Si](CCCCCC=C(C(=O)O)C)(OC)OC.C(C(=C)C)(=O)CO[Si](OC)(OC)CCCCC Methacryloyl-amyl-trimethoxysilane (5-Trimethoxysilylpentyl-methylprop-2-enoate)